CN1C(=NC=C1)NC=1C=C(C2=C(N=C(N=C2)NC2=CC=C(C=C2)N2CCN(CC2)C)N1)C#C[Si](C(C)C)(C(C)C)C(C)C N7-(1-methylimidazol-2-yl)-N2-[4-(4-methylpiperazin-1-yl)phenyl]-5-[2-(triisopropylsilyl)ethynyl]pyrido[2,3-d]pyrimidine-2,7-diamine